OC[C@@](C)(O)[C@@H]1CN(CCC1)C(=O)OCC1=CC=CC=C1.[P].[W].[Co] cobalt-tungsten phosphorus benzyl (S)-3-((S)-1,2-dihydroxypropan-2-yl)piperidine-1-carboxylate